COC=1C(=CC2=C(SC(=C2)C(CP(OC)(OC)=O)=O)C1)OCOC dimethyl (2-(6-methoxy-5-(methoxymethoxy)benzo[b]thiophen-2-yl)-2-oxoethyl)phosphonate